COC(C(C)OC1=C(C=CC=C1)Br)=O 2-(2-bromophenoxy)propionic acid methyl ester